C[C@H]1[C@H]([C@H]([C@@H]([C@@H](O1)O)O)O)O The molecule is an L-fucopyranose having alpha-configuration at the anomeric centre. It has a role as an epitope. It is an enantiomer of an alpha-D-fucose.